CSC=1N=CC2=C(N1)N(C(=C2)C(=O)OC)[C@@H]2[C@@H](COCC2)C methyl 2-methylsulfanyl-7-[(cis)-3-methyltetrahydropyran-4-yl]pyrrolo[2,3-d]pyrimidine-6-carboxylate